CC1=CCCCC1C 1,6-dimethyl-1-cyclohexene